COCCOC1=C2C(=C3C(=NC=NC3=C1)OC1=CC=C(C=C1)NC(=O)NC1=CC(=CC=C1)OC)OCCO2 1-(4-((5-(2-methoxyethoxy)-2,3-dihydro-[1,4]dioxino[2,3-f]quinazolin-10-yl)oxy)phenyl)-3-(3-methoxyphenyl)urea